CN[C@@H]1CC2(C3=CC(=CC=C13)C(F)(F)F)CC2 (R)-N-methyl-6'-(trifluoromethyl)-2',3'-dihydrospiro[cyclopropane-1,1'-inden]-3'-amine